(2-chloro-5-fluoropyrimidin-4-yl)-7-propan-2-yl-3-(trifluoromethyl)thieno[3,2-b]pyridine ClC1=NC=C(C(=N1)C1=C(C2=NC=CC(=C2S1)C(C)C)C(F)(F)F)F